3-(4-{2-[(3S)-1-(4-amino-3-methoxybenzoyl)pyrrolidin-3-yl]ethynyl}-1-oxo-3H-isoindol-2-yl)piperidine-2,6-dione NC1=C(C=C(C(=O)N2C[C@@H](CC2)C#CC2=C3CN(C(C3=CC=C2)=O)C2C(NC(CC2)=O)=O)C=C1)OC